tris(4-(5'-(3-azidopropyl)-2,2'-bithiophen-5-yl)phenyl)amine N(=[N+]=[N-])CCCC1=CC=C(S1)C=1SC(=CC1)C1=CC=C(C=C1)N(C1=CC=C(C=C1)C1=CC=C(S1)C=1SC(=CC1)CCCN=[N+]=[N-])C1=CC=C(C=C1)C1=CC=C(S1)C=1SC(=CC1)CCCN=[N+]=[N-]